[Cl-].C[N+](CCC[Si](OCC)(OCC)OCC)(CCCCCCCCCCCCCCCCCCCC)C dimethyleicosyl-[3-(triethoxysilyl)propyl]ammonium chloride